ClC1=C(C(=O)NC(=O)NC2=CC(=CC=C2)C(F)(F)F)C(=CC=C1)Cl N-(2,6-dichlorobenzoyl)-N'-(3-trifluoromethylphenyl)urea